FC1=C2C(C(NC2=C(C=C1)F)=O)=O 4,7-difluoro-1H-indole-2,3-dione